benzyl (2-acetyl-2-azaspiro[3.3]heptan-6-yl)carbamate C(C)(=O)N1CC2(C1)CC(C2)NC(OCC2=CC=CC=C2)=O